3-amino-3,6-dideoxy-L-altrose N[C@H]([C@H](C=O)O)[C@@H](O)[C@@H](O)C